(2-(bromomethyl)phenoxy)(tert-Butyl)dimethylsilane BrCC1=C(O[Si](C)(C)C(C)(C)C)C=CC=C1